C(C)(C)(C)NS(=O)(=O)C1=CC=C(S1)C(CCCNC(OC(C)(C)C)=O)=O Tert-butyl (4-(5-(N-(tert-butyl)sulfamoyl)thiophen-2-yl)-4-oxobutyl)carbamate